8-(2-chloropyrimidin-5-yl)quinoxalin-6-amine ClC1=NC=C(C=N1)C=1C=C(C=C2N=CC=NC12)N